dinitropentene [N+](=O)([O-])C(=CCCC)[N+](=O)[O-]